C1(=CC=CC=C1)C1=C(C(=NN=N1)C=1C(=C(C(=C(C1)C1=CC=CC=C1)C1=C(C=CC=2SC3=C(C21)C=CC=C3)C3=CC=CC=C3)C3=NN=NC(=C3C3=CC=CC=C3)C3=CC=CC=C3)C3=C(C=CC=2OC1=C(C23)C=CC=C1)C1=CC=CC=C1)C1=CC=CC=C1 (diphenyltriazinyl)(phenyldibenzofuranyl)(diphenyltriazinyl)(phenyldibenzothiophenyl)biphenyl